(S)-3-(2-iodoethyl)-5-nitro-3,4-dihydro-2H-benzo[b][1,4]oxazine-7-sulfonamide ICC[C@@H]1NC2=C(OC1)C=C(C=C2[N+](=O)[O-])S(=O)(=O)N